COC(=O)C=1N=NN(C1)CC1=NC(=NC=2N3[C@@H](COC[C@H]3COC12)C)Cl 1-((5R,8aS)-3-chloro-5-methyl-5,6,8a,9-tetrahydro-8H-7,10-dioxa-2,4,4b-triazaphenanthrene-1-ylmethyl)-1H-[1,2,3]Triazole-4-carboxylic acid methyl ester